2-fluoro-N-(7-fluoro-6-(5-fluoro-2-methylphenyl)imidazo[1,2-a]pyridin-2-yl)cyclopropane-1-carboxamide FC1C(C1)C(=O)NC=1N=C2N(C=C(C(=C2)F)C2=C(C=CC(=C2)F)C)C1